Cl.Cl.NC12COCC(CCC1)N2C Amino-9-methyl-3-oxa-9-azabicyclo[3.3.1]nonane dihydrochloride